C(#N)C(C(=O)OCC)C(C)C Ethyl 2-cyano-3-methylbutanoate